dimethyl-tricyclo[7.1.1.02,7]undec-2-en-4-one CC1=C2C3(CC(CC2CCC1=O)C3)C